C(C#CCCCCC)(=O)OC Methyl 2-octynoate